(2R,3R,4R,5R,6S)-2-(acetoxymethyl)-6-((4-hydroxy-6-methoxy-2-oxo-2H-chromen-3-yl)thio)tetrahydro-2H-pyran-3,4,5-triyl triacetate C(C)(=O)O[C@@H]1[C@H](O[C@H]([C@@H]([C@@H]1OC(C)=O)OC(C)=O)SC=1C(OC2=CC=C(C=C2C1O)OC)=O)COC(C)=O